4-((3S,5R)-5-(hydroxymethyl)pyrrolidin-3-yl)-3,4-dihydro-2H-benzo[b][1,4]oxazine-7-carbonitrile, formic acid salt C(=O)O.OC[C@H]1C[C@@H](CN1)N1C2=C(OCC1)C=C(C=C2)C#N